CONC(/C(/CCC)=C/C=1C(C2=CC=CC=C2C(C1Cl)=O)=O)=O (E)-N-methoxy-2-((3-chloro-1,4-dioxo-1,4-dihydronaphthalen-2-yl)methylene)pentanamide